2-(2-chlorotetrafluoroethyltetrafluoro-λ6-sulfanyl)pyrimidine ClC(C(F)(F)S(C1=NC=CC=N1)(F)(F)(F)F)(F)F